thio-guanosine [C@@H]1([C@H](S)[C@H](O)[C@@H](CO)O1)N1C=NC=2C(=O)NC(N)=NC12